7-[3-(4-methylpyridin-3-yl)-1,2,4-oxadiazol-5-yl]-1,2,3,4-tetrahydroquinoxalin-2-one CC1=C(C=NC=C1)C1=NOC(=N1)C1=CC=C2NCC(NC2=C1)=O